1-[5-ethylsulfonyl-6-[5-[N-ethyl-S-(trifluoromethyl)sulfonimidoyl]-1-methyl-benzimidazol-2-yl]-3-pyridyl]cyclopropanecarbonitrile C(C)S(=O)(=O)C=1C=C(C=NC1C1=NC2=C(N1C)C=CC(=C2)S(=O)(=NCC)C(F)(F)F)C2(CC2)C#N